N-({1-[(3-hydroxypyrrolidin-1-yl)methyl]cyclopentyl}methyl)-4H,5H,6H,7H,8H,9H-cycloocta[b]thiophene-2-carboxamide OC1CN(CC1)CC1(CCCC1)CNC(=O)C1=CC2=C(S1)CCCCCC2